((1s,4s,5r)-5-((5-cyclopropyl-3-(2,6-dichlorophenyl)isoxazol-4-yl)methoxy)-2-azabicyclo[2.2.1]heptane-2-yl)benzo[d]thiazole-6-carboxylic acid C1(CC1)C1=C(C(=NO1)C1=C(C=CC=C1Cl)Cl)CO[C@H]1[C@@H]2CN([C@H](C1)C2)C=2SC1=C(N2)C=CC(=C1)C(=O)O